N1=CN=CC2=C1CC=NC2 5,8-dihydropyrido[4,3-d]pyrimidin